Cl.N[C@@H](CC(=O)O)C(=O)O aspartic acid-HCl